4-((7-Fluoro-1H-indazol-5-yl)ethynyl)-N-((tetrahydrofuran-2-yl)methyl)-[2,4'-bipyrimidin]-2'-amine FC=1C=C(C=C2C=NNC12)C#CC1=NC(=NC=C1)C1=NC(=NC=C1)NCC1OCCC1